FC=1C=2N(C=CC1)C=NC2S(=O)(=O)N 8-fluoroimidazo[1,5-a]Pyridine-1-sulfonamide